C(C)(C)(C)OC(=O)N1CCC(CC1)(C=1OC2=C(N1)C=C(C=C2)C)F 4-fluoro-4-(5-methyl-1,3-benzoxazol-2-yl)piperidine-1-carboxylic acid tert-butyl ester